C(C)(C)(C)OC(=O)N[C@H]1CN(CCC1)C=1SC=C(N1)C(=O)OCC ethyl (R)-2-(3-((tertbutoxy carbonyl)amino)piperidin-1-yl)thiazole-4-carboxylate